C(C)N(C=1C2=C(N=CN1)N(C=C2)CC2C(CN(CC2)CC(=O)N)O)CC2=C(C=C(C=C2)C(F)(F)F)F 2-(4-((4-(ethyl(2-fluoro-4-(trifluoromethyl)benzyl)amino)-7H-pyrrolo[2,3-d]pyrimidin-7-yl)methyl)-3-hydroxypiperidin-1-yl)acetamide